C1(=CC=C(C=C1)C(=O)C1=C(C=CC=C1)N(C(CCl)=O)CC#C)C1=CC=CC=C1 N-(2-([1,1'-biphenyl]-4-carbonyl)phenyl)-2-chloro-N-(prop-2-yn-1-yl)acetamide